7-(5,7-dihydro-6H-pyrrolo[3,4-b]pyridin-6-yl)-6-fluoro-1-(3-fluoro-4-hydroxyphenyl)-4-oxo-1,4-dihydro-quinoline-3-carboxylic acid N1=C2C(=CC=C1)CN(C2)C2=C(C=C1C(C(=CN(C1=C2)C2=CC(=C(C=C2)O)F)C(=O)O)=O)F